4-(triphenylen-2-yl)-dibenzofuran C1=C(C=CC=2C3=CC=CC=C3C3=CC=CC=C3C12)C1=CC=CC2=C1OC1=C2C=CC=C1